C(CCC)(=O)O[C@@H](C)CCCC[C@H](CC)OC(CCC)=O (2S,7S)-2,7-nonanediyl dibutyrate